O\N=C/1\C(=C(C(CC1)(C)C)/C=C/C(=C/C=C/C(=C\C(=O)OC)/C)/C)C (2Z,4E,6E,8E)-methyl 9-((E)-3-(hydroxyimino)-2,6,6-trimethylcyclohex-1-en-1-yl)-3,7-dimethylnona-2,4,6,8-tetraenoate